[Sn].[Cs].[Rb].[Nb].[Ta] tantalum niobium rubidium cesium tin